NC1=C(N=C(C=2C(NNC(C21)=O)=O)Cl)C2=CC=CC=C2 8-amino-5-chloro-7-phenylpyrido[3,4-d]pyridazine-1,4(2H,3H)dione